CC(C)(OC(NCCOCCOCCOCCNC(=O)C1=CC(=C(C(=C1)C)C1=CC=CC=2N1N=C(C2CCCOC2=CC=CC1=CC=CC=C21)C(=O)OC)C)=O)C methyl 7-(4-((2,2-dimethyl-4-oxo-3,8,11,14-tetraoxa-5-azahexadecan-16-yl)carbamoyl)-2,6-dimethylphenyl)-3-(3-(naphthalen-1-yloxy)propyl)pyrazolo[1,5-a]pyridine-2-carboxylate